[2-tert-butyl-5,8-dioxo-6-(tetrahydro-2H-pyran-4-yl)-5,6,7,8-tetrahydro-4H-pyrazolo[1,5-a]pyrrolo[3,4-d]pyrimidin-4-yl]acetic acid C(C)(C)(C)C1=NN2C(N(C3=C(C2=O)CN(C3=O)C3CCOCC3)CC(=O)O)=C1